O1COC2=C1C=CC(=C2)N2N=CC(=C2C(=O)NC2=NC=C(C=C2C)C#CC2=CC=CC=C2)Cl 1-(benzo[d][1,3]dioxol-5-yl)-4-chloro-N-(3-methyl-5-(phenylethynyl)pyridin-2-yl)-1H-pyrazole-5-carboxamide